4-((2-oxo-1,2,3,4-tetrahydroquinolin-6-yl)amino)benzoic acid methyl ester COC(C1=CC=C(C=C1)NC=1C=C2CCC(NC2=CC1)=O)=O